CC1C(NC2(CCCC2)C(N1)=O)=O 8-methyl-6,9-diazaspiro[4.5]Decane-7,10-dione